(+/-)-1-((1H-indol-4-yl)methyl)-N3-ethyl-N5-((trans)-2-methylcyclopropyl)-2-oxo-1,2-dihydropyridine-3,5-dicarboxamide N1C=CC2=C(C=CC=C12)CN1C(C(=CC(=C1)C(=O)N[C@H]1[C@@H](C1)C)C(=O)NCC)=O |r|